9-benzyl-8-bromo-6-(1-methylcyclobutoxy)-9H-purine C(C1=CC=CC=C1)N1C2=NC=NC(=C2N=C1Br)OC1(CCC1)C